FC(C1=NN=C2N1CCC(C2)CN)(F)F (3-(trifluoromethyl)-5,6,7,8-tetrahydro-[1,2,4]triazolo[4,3-a]pyridin-7-yl)methanamine